ClCC1=CC=NN1 5-(chloromethyl)-1H-pyrazole